FC(C1=C(C=CC(=C1)C(F)(F)F)C1=CC(=CC(=C1)[N+](=O)[O-])[N+](=O)[O-])(F)F 2',4'-di(trifluoromethyl)-3,5-dinitrobiphenyl